C(#N)C=1C=CC(=C2C=CC=NC12)N1C[C@]2(C[C@]2(C1)C(F)(F)F)C(=O)NC1CCN(CC1)CCO |o1:14,16| (1R,5S) or (1S,5R)-3-(8-cyanoquinolin-5-yl)-N-(1-(2-hydroxyethyl)piperidin-4-yl)-5-(Trifluoromethyl)-3-azabicyclo[3.1.0]hexane-1-carboxamide